CC(C)(C)C1=CC=C(C=C1)C1=NC2=C(N1)C=CC=C2 2-[4-(1,1-Dimethylethyl)phenyl]-1H-benzimidazole